CC(C(=O)O)CC.C(C)(=O)OC methyl acetate (methyl ethyl acetate)